ClC1=CC=CC=2N(C(NC21)=O)[C@H]2CC[C@H](CC2)C(=O)NC2=CC=C(C=C2)OC (Cis)-4-(4-chloro-2-oxo-2,3-dihydro-1H-1,3-benzodiazol-1-yl)-N-(4-methoxyphenyl)cyclohexane-1-carboxamide